N[C@H](C(=O)O)CC1(CC1)C (2S)-2-amino-3-(1-methylcyclopropyl)propanoic acid